(2-((5-bromopyridin-2-yl)amino)ethyl)-carbamic acid tert-butyl ester C(C)(C)(C)OC(NCCNC1=NC=C(C=C1)Br)=O